NC(C)C1=C2C=C(N(C(C2=CC=C1)=O)C)Cl 5-(1-aminoethyl)-3-chloro-2-methylisoquinolin-1(2H)-one